N-(1-(dimethylcarbamoyl)-3-(pyridin-2-yl)-1H-pyrazol-4-yl)-2-(1-(4-methoxybenzyl)-1H-pyrazol-4-yl)thiazole-4-carboxamide CN(C(=O)N1N=C(C(=C1)NC(=O)C=1N=C(SC1)C=1C=NN(C1)CC1=CC=C(C=C1)OC)C1=NC=CC=C1)C